BrC1=CC=C(C=C1)NC(=O)[C@@H]1N(C[C@H](C1)F)C(=O)OC(C)(C)C tert-butyl (2R,4S)-2-[(4-bromophenyl)carbamoyl]-4-fluoro-pyrrolidine-1-carboxylate